C1(=CC=C(C=C1)\C=C(/C#N)\C1=CC2=CC=CC=C2C=C1)\C=C(/C#N)\C1=CC2=CC=CC=C2C=C1 (2Z,2'Z)-3,3'-(1,4-phenylene)bis(2-(naphthalen-2-yl)acrylonitrile)